CCCCCCCCCCCCCCCCC(=O)OC[C@H](COP(=O)(O)OC[C@@H](C(=O)O)N)OC(=O)CCCCCCC/C=C\CCCCCC 1-heptadecanoyl-2-(9Z-hexadecenoyl)-glycero-3-phosphoserine